FC(C(=O)O)(C1=CC(=NC=C1)F)F 2,2-difluoro-2-(2-fluoropyridin-4-yl)acetic acid